CN(CCCC1=NC=C(C=C1)[C@H]1N(CCC1)C)C (S)-N,N-dimethyl-3-(5-(1-methylpyrrolidin-2-yl)pyridin-2-yl)propan-1-amine